(E)-N'-(2-cyano-4-(3-(1-hydroxy-2-methylpropan-2-yl)thioureido)phenyl)-N,N-dimethylformamidine C(#N)C1=C(C=CC(=C1)NC(=S)NC(CO)(C)C)/N=C/N(C)C